C(CCCCCCC)N(C(CO)CC)CCCCCCCC 2-(dioctylamino)butanol